2-(((9H-fluoren-9-yl)methoxy)carbonyl)-1-methyl-1,2,3,4-tetrahydroisoquinoline-6-carboxylic acid C1=CC=CC=2C3=CC=CC=C3C(C12)COC(=O)N1C(C2=CC=C(C=C2CC1)C(=O)O)C